NCC(C)N1C=NC2=C(C1=O)C=C(N=C2C=2C=NC=CC2)C2=CC=C(C=C2)N2CCOCC2 3-(1-Aminopropan-2-yl)-6-(4-morpholinophenyl)-8-(pyridin-3-yl)pyrido[3,4-d]pyrimidin-4(3H)-one